methylamine lead bromine iodine [I].[Br].[Pb].CN